1-(5-(2,4-difluorophenyl)-1-((3-fluorophenyl)sulfonyl)-4-methoxy-1H-pyrrol-3-yl)-N-methyl-methylamine phosphate P(=O)(O)(O)O.FC1=C(C=CC(=C1)F)C1=C(C(=CN1S(=O)(=O)C1=CC(=CC=C1)F)CNC)OC